C(C)(CC)C1C(NC2=C(CN1C(=O)NC1CCN(CC1)CCO)C=CC(=C2)F)=O 3-(sec-butyl)-8-fluoro-N-(1-(2-hydroxyethyl)piperidin-4-yl)-2-oxo-1,2,3,5-tetrahydro-4H-benzo[1,4]diazepine-4-carboxamide